Methyl 2-(((2-((S)-1-(2,3-difluorobenzyl)-5-oxopyrrolidin-2-yl)acetyl)-L-valyl)thio)acetate FC1=C(CN2[C@@H](CCC2=O)CC(=O)N[C@@H](C(C)C)C(=O)SCC(=O)OC)C=CC=C1F